CN1N=C(C=C1)C1=NC(=NC=2CCC(CC12)NC(C=C)=O)C1=CC=CC=C1 N-(4-(1-methyl-1H-pyrazol-3-yl)-2-phenyl-5,6,7,8-tetrahydroquinazolin-6-yl)acrylamide